ClC=1SC2=C(N1)C=C(C=C2)C(=O)N 2-chlorobenzo[d]thiazole-5-carboxamide